[SiH]#[SiH] Disilyn